(E)-N-(3-cyano-4-(((dimethylamino)methylene)amino)phenyl)-carbamoyl-morpholine C(#N)C=1C=C(C=CC1/N=C/N(C)C)N1C(COCC1)C(N)=O